1-(1-(2-(1H-indol-3-yl)-2-methylpropyl)-1H-1,2,3-triazol-4-yl)-N-benzyl-N-methylmethanamine N1C=C(C2=CC=CC=C12)C(CN1N=NC(=C1)CN(C)CC1=CC=CC=C1)(C)C